CC(CC)NC(C1=C(C=CC=C1)NC(C(C)SC1=CC=C(C=C1)C)=O)=O N-(butan-2-yl)-2-{2-[(4-methylphenyl)sulfanyl]propanamido}benzamide